ClC1=CC(=C(C=C1F)[C@H](NC(=O)[C@@H]1N([C@H]2C[C@H]2C1)C(=O)C1=CC(=NC=C1)S(=O)(=O)C)C1CC1)F (1S,3R,5S)-N-((R)-(4-chloro-2,5-difluorophenyl)(cyclopropyl)methyl)-2-((2-(methylsulfonyl)-4-pyridinyl)carbonyl)-2-azabicyclo[3.1.0]hexane-3-carboxamide